(6-(4-((5-(3,4-dimethoxyphenyl)-1,2,4-oxadiazol-3-yl)methyl)benzamido)hexyl)terephthalamide COC=1C=C(C=CC1OC)C1=NC(=NO1)CC1=CC=C(C(=O)NCCCCCCC2=C(C(=O)N)C=CC(=C2)C(=O)N)C=C1